ClCC=1C=C(C=CC1C)[C@H](C(C(=O)OC)(C)C)C1=C(C=2N(C=C1)C(=NN2)C(F)(F)F)C (S)-methyl 3-(3-(chloromethyl)-4-methylphenyl)-2,2-dimethyl-3-(8-methyl-3-(trifluoromethyl)-[1,2,4]triazolo[4,3-a]pyridin-7-yl)propanoate